1,4-dibutylpyridinium chloride [Cl-].C(CCC)[N+]1=CC=C(C=C1)CCCC